5-[(5-Fluoro-2-hydroxy-benzyl)-methyl-amino]-2-methyl-pyrazolo[1,5-a]pyrimidine-3-carboxylic acid (2-hydroxy-ethyl)-amide OCCNC(=O)C=1C(=NN2C1N=C(C=C2)N(C)CC2=C(C=CC(=C2)F)O)C